C1(CCC1)NC(=O)C=1C=NN2C1N=C(C=C2)N2[C@H](CCC2)C=2C(=NC=C(C2)F)C (R)-N-cyclobutyl-5-(2-(5-fluoro-2-methylpyridin-3-yl)pyrrolidin-1-yl)pyrazolo[1,5-a]pyrimidine-3-carboxamide